FC(C=1C2=CN(N=C2C(=C(C1)C1=CC=C(C=C1)CCNC)C)C(C(=O)NC=1SC=CN1)C1=C2N(C=N1)C[C@@H](C2)F)F 2-[4-(difluoromethyl)-7-methyl-6-[4-[2-(methylamino)ethyl]phenyl]indazol-2-yl]-2-[(6R)-6-fluoro-6,7-dihydro-5H-pyrrolo[1,2-c]imidazol-1-yl]-N-thiazol-2-yl-acetamide